tert-butyl 3-(2-fluorophenyl)piperazine-1-carboxylate FC1=C(C=CC=C1)C1CN(CCN1)C(=O)OC(C)(C)C